3-[5-methyl-1-[4-(trifluoromethoxy)phenyl]pyrazol-3-yl]cyclobutanone CC1=CC(=NN1C1=CC=C(C=C1)OC(F)(F)F)C1CC(C1)=O